S(CCC(=O)O)CCC(=O)O.C(CCCCCCCCC)C(CO)CCCCCCCCCCCC.C(CCCCCCCCC)C(CO)CCCCCCCCCCCC bis(2-decyl-1-tetradecanol) thiodipropionate